2,4-Bis(methylsulfanyl)-7-(trifluoromethyl)imidazo[2,1-f][1,2,4]triazine CSC1=NN2C(C(=N1)SC)=NC=C2C(F)(F)F